3-[3-Methyl-5-[2-[(2S)-1-methylpiperazin-2-yl]ethyl]-2-oxo-benzimidazol-1-yl]piperidine-2,6-dione CN1C(N(C2=C1C=C(C=C2)CC[C@@H]2N(CCNC2)C)C2C(NC(CC2)=O)=O)=O